CC1=C(C(C=C1)([Hf]N)C)C trimethyl-aminocyclopentadienyl-hafnium